2-{1-[(exo-5-fluoro-1a,6b-dihydro-1H-cyclopropa[b][1]benzofuran-1-carbonyl)amino]propyl}pyridine FC=1C=CC2=C(C3C(O2)C3C(=O)NC(CC)C3=NC=CC=C3)C1